FC(C1=CC(=NC=C1)C(=O)OCC)(F)F ethyl 4-(trifluoromethyl)pyridine-2-carboxylate